The molecule is a 1-(alk-1Z-enyl)-sn-glycero-3-phospho-(N-acyl)ethanolamine(1-) obtained by deprotonation of the phosphate OH group of 1-(1Z-octadecenyl)-sn-glycero-3-phospho-(N-arachidonoyl)ethanolamine; major species at pH 7.3. It is a conjugate base of a 1-(1Z-octadecenyl)-sn-glycero-3-phospho-(N-arachidonoyl)ethanolamine. CCCCCCCCCCCCCCCC/C=C\\OC[C@H](COP(=O)([O-])OCCNC(=O)CCC/C=C\\C/C=C\\C/C=C\\C/C=C\\CCCCC)O